N-(3-(2-butyryl-4-methylpyrimidin-5-yl)-1-methyl-2-oxo-1,2-dihydro-1,6-naphthyridin-7-yl)cyclopropanecarboxamide C(CCC)(=O)C1=NC=C(C(=N1)C)C=1C(N(C2=CC(=NC=C2C1)NC(=O)C1CC1)C)=O